NC(C)(C)CS(=O)(=O)[O-].C(C=C)(=O)N.[NH4+] ammonium acrylamide dimethyltaurate